lithium hydroxide, sodium salt [Na+].[OH-].[Li+].[OH-]